2-(5-methyl-2-(Thiophen-2-yl)piperidin-1-yl)-N-(5-methylpyridin-3-yl)-2-oxoacetamide CC1CCC(N(C1)C(C(=O)NC=1C=NC=C(C1)C)=O)C=1SC=CC1